ClC1=C(C(=NC=C1)C(=O)O)N[C@H](C)C1=C2N=C(C(=NC2=CC(=C1)C)C#N)N1C2CC(CC1CC2)C2=NN(C=C2)C chloro-3-(((1R)-1-(2-cyano-7-methyl-3-(3-(1-methyl-1H-pyrazol-3-yl)-8-azabicyclo[3.2.1]octan-8-yl)quinoxalin-5-yl)ethyl)amino)picolinic acid